(1S,2S,3S,6R)-6-((2-(cyclopent-3-en-1-yl)ethyl)amino)-4-((difluoromethoxy)methyl)cyclohex-4-ene-1,2,3-triol C1(CC=CC1)CCN[C@@H]1C=C([C@@H]([C@@H]([C@H]1O)O)O)COC(F)F